N-[(3R)-3-(hydroxymethyl)tetrahydrofuran-3-yl]pyridine-2-carboxamide OC[C@]1(COCC1)NC(=O)C1=NC=CC=C1